FC1(CN(CC1)C1=NC(=CC(=N1)NC(=O)C=1C=C2CCN(C2=CC1N1CCC2(CC2)CC1)S(=O)(=O)CCO)C)F N-(2-(3,3-difluoropyrrolidin-1-yl)-6-methylpyrimidin-4-yl)-1-((2-hydroxyethyl)sulfonyl)-6-(6-azaspiro[2.5]octan-6-yl)indoline-5-carboxamide